C12C(CC(CC1)C2)CC(=O)NC2=CC(=NC=C2)C(=O)NC(C)(C)C#N 4-(2-{bicyclo[2.2.1]hept-2-yl}acetamido)-N-(1-cyano-1-methylethyl)pyridine-2-carboxamide